O=C(CCC(=O)O)NC1CCN(CC1)C(CN1CCN(CCN(CCN(CC1)CC(OC(C)(C)C)=O)CC(OC(C)(C)C)=O)CC(=O)OC(C)(C)C)=O 4-oxo-4-((1-(2-(4,7,10-tris(2-(tert-butoxy)-2-oxoethyl)-1,4,7,10-tetraazacyclododecan-1-yl)acetyl)piperidin-4-yl)amino)butanoic acid